N-(4-(2-(6-morpholinopyridin-2-yl)-1H-imidazol-5-yl)-3-(6-azaspiro[2.5]octan-6-yl)phenyl)methanesulfonamide O1CCN(CC1)C1=CC=CC(=N1)C=1NC(=CN1)C1=C(C=C(C=C1)NS(=O)(=O)C)N1CCC2(CC2)CC1